C(C=C)OC(CCCCCC(=O)O)=O 7-(allyloxy)-7-oxoheptanoic acid